3-(4-chlorophenyl)isothiazol-5-amine ClC1=CC=C(C=C1)C1=NSC(=C1)N